benzyl ((3R,4S)-3-methyl-1-(methylsulfonyl)piperidin-4-yl)carbamate C[C@@H]1CN(CC[C@@H]1NC(OCC1=CC=CC=C1)=O)S(=O)(=O)C